FC(N1N=CC(=C1)C=1C(=CC(=NC1)NC1=NC(=C(C=C1)[N+](=O)[O-])C1=C(C=CC=C1OC)F)N1C[C@H](CCC1)O)F (3S)-1-(5-(1-(Difluoromethyl)-1H-pyrazol-4-yl)-2-((6-(2-fluoro-6-methoxyphenyl)-5-nitropyridin-2-yl)amino)pyridin-4-yl)piperidin-3-ol